N-[(3-chloro-4-fluorophenyl)-(5-methyl-4-methylsulfonyl-1H-imidazol-2-yl)methyl]-6-(trifluoromethyl)quinolin-2-amine ClC=1C=C(C=CC1F)C(NC1=NC2=CC=C(C=C2C=C1)C(F)(F)F)C=1NC(=C(N1)S(=O)(=O)C)C